(4-Acetylpiperazin-1-yl)-N-((1-iso-butyl-cyclopropyl)methyl)-1H-benzo[d]imidazole-1-carboxamide C(C)(=O)N1CCN(CC1)C1=NC2=C(N1C(=O)NCC1(CC1)CC(C)C)C=CC=C2